FC=1C=CC(=C(C(=O)N2[C@@H](COCC2)C)C1)C=1C=2N(C=C(C1)C1CN(C1)C(CC[C@@H]1N(CCOC1)C)C(C)C)C(=NC2F)C (3R)-4-{5-fluoro-2-[1-fluoro-3-methyl-6-(1-{4-methyl-1-[(3S)-4-methylmorpholin-3-yl]pentan-3-yl}azetidin-3-yl)imidazo[1,5-a]pyridin-8-yl]benzoyl}-3-methylmorpholine